bis(1,1,1-trimethylolpropane) tetrabehenate C(CCCCCCCCCCCCCCCCCCCCC)(=O)O.C(CCCCCCCCCCCCCCCCCCCCC)(=O)O.C(CCCCCCCCCCCCCCCCCCCCC)(=O)O.C(CCCCCCCCCCCCCCCCCCCCC)(=O)O.C(O)C(CC)(CO)CO.C(O)C(CC)(CO)CO